1-[6-(bromomethyl)-3-pyridyl]Ethanone BrCC1=CC=C(C=N1)C(C)=O